ClC=1C=C(C(=O)O)C=C(C1C1=CN(C2=NC=C(C=C21)C=2C(=NOC2C)C)C=2C=NC(=CC2)C2CC2)OC(F)(F)F 3-chloro-4-(1-(6-cyclopropylpyridin-3-yl)-5-(3,5-dimethylisoxazol-4-yl)-1H-pyrrolo[2,3-b]pyridin-3-yl)-5-(trifluoromethoxy)benzoic acid